glycerin monosilicate [Si](O)(O)(O)O.OCC(O)CO